C(C)(C)N1CCN(CC1)C1=CC=C(C=C1)C=1C=C(C2=C(N(C(=N2)N2CCOCC2)C)C1)C1CCN(CC1)C1COC1 4-(6-(4-(4-isopropylpiperazin-1-yl)phenyl)-1-methyl-4-(1-(oxetan-3-yl)piperidin-4-yl)-1H-benzo[d]imidazol-2-yl)morpholine